7-[3-[[[[(1-oxoheptyl)amino]-acetyl]amino]methyl]-7-oxabicyclo[2.2.1]hept-2-yl]-5-heptenoic acid O=C(CCCCCC)NCC(=O)NCC1C(C2CCC1O2)CC=CCCCC(=O)O